FC(C1=CC=C(CN2C=NC=C2C=O)C=C1)(F)F 1-(4-(Trifluoromethyl)benzyl)-1H-imidazole-5-carbaldehyde